CCCCCCCCCCCCC(CCCCCCCCCC)CO DECYLTETRADECANOL